(4-methylphenyl)-2-(pyridin-4-yl)pyrido[3,4-d]pyrimidin-4-amine CC1=CC=C(C=C1)C1=CN=CC=2N=C(N=C(C21)N)C2=CC=NC=C2